(3r,5s)-3-amino-5-((2-methoxyethoxy)methoxy)piperidine-1-carboxylic acid tert-butyl ester C(C)(C)(C)OC(=O)N1C[C@@H](C[C@@H](C1)OCOCCOC)N